C(C)OC(=O)C=1OC2=C(C1C)C=C(C=C2)S(N(CC)C2=C(C=CC(=C2)N(CCC)CCC)CN(CC=2OC=CC2)C(C2=C(C=CC=C2)Cl)=O)(=O)=O 5-(N-(2-((2-chloro-N-(furan-2-ylmethyl)benzoylamino)methyl)-5-(dipropylamino)phenyl)-N-ethylsulfamoyl)-3-methylbenzofuran-2-carboxylic acid ethyl ester